1-(Trimethylsilyl)pyrrolidine C[Si](N1CCCC1)(C)C